C(CCCCCCC)C(=O)OC Methyl octane-1-carboxylate